C(CCC\C=C/C\C=C/C\C=C/C\C=C/C\C=C/CC)N(CCCCO)CCCCCC(O[Si](O[Si](OCCCCCCCC)(C)C)(C)C)OCCCCCCCC 4-(((5Z,8Z,11Z,14Z,17Z)-icosa-5,8,11,14,17-pentaen-1-yl)(6-(octyloxy)-6-((1,1,3,3-tetramethyl-3-(octyloxy)disiloxaneyl)oxy)hexyl)amino)butan-1-ol